ClC=1C(=C(C(=CC1N1CC(CC1)(CN(C)C)C(C)(F)F)F)S(=O)(=O)NC1=NC(=CC=C1)F)F 3-chloro-4-(3-(1,1-difluoroethyl)-3-((dimethylamino)methyl)pyrrolidin-1-yl)-2,6-difluoro-N-(6-fluoropyridin-2-yl)benzenesulfonamide